lead-antimony silver [Ag].[Sb].[Pb]